N=1SN=C2C1C=CC=C2 benzo[1,2-c][1,2,5]thiadiazol